OCCN1CCN(CC1)CCCC(=O)O 4-[4-(2-hydroxyethyl)piperazin-1-yl]butanoic acid